FC=1C=CC=C2CCO[C@@H](C12)CNC (S)-1-(8-fluoroisochroman-1-yl)-N-methyl-methylamine